tert-butyl 4-((7-(3-amino-4-(methoxycarbonyl)phenyl)-4-methyl-1,4-diazepan-1-yl)methyl)-5-methoxy-7-methyl-1H-indole-1-carboxylate NC=1C=C(C=CC1C(=O)OC)C1CCN(CCN1CC1=C2C=CN(C2=C(C=C1OC)C)C(=O)OC(C)(C)C)C